(1-chloro-2-methyl-propenyl)-dimethylamine ClC(=C(C)C)N(C)C